C(CCC)(=O)OC(C)C i-propyl n-butyrate